C[NH+]1[C@H]2C[C@@H](C[C@@H]1[C@H](C2)O)OC(=O)C(CO)C3=CC=CC=C3 The molecule is conjugate acid of (6S)-6-hydroxyhyoscyamine arising from protonation of the bridging tertiary amino function. It is a conjugate acid of a (6S)-6-hydroxyhyoscyamine.